FC=1C=C(C=CC1C(C)C)[C@@H](N[S@](=O)C(C)(C)C)C1=CC=CC=C1 (R)-N-((S)-(3-fluoro-4-isopropylphenyl)(phenyl)methyl)-2-methylpropane-2-sulfinamide